COC1=NC(=CC=C1O[C@@H]1C[C@H](CCC1)C(=O)O)C=1N=NN(C1COC(N(CCC)C)=O)C (1S,3S)-3-((2-Methoxy-6-(1-methyl-5-(((methyl-(propyl)carbamoyl)oxy)methyl)-1H-1,2,3-triazol-4-yl)pyridin-3-yl)oxy)cyclohexane-1-carboxylic acid